C1(=CC=CC2=CC=CC=C12)CNCC(C)NCC1=CC=CC2=CC=CC=C12 N,N'-bis(1-naphthylmethyl)-1,2-propanediamine